N-(5-(2-methoxy-3-(1-methyl-1H-1,2,4-triazol-3-yl)phenyl)-8-(methylamino)-2,7-naphthyridin-3-yl)cyclopropanecarboxamide COC1=C(C=CC=C1C1=NN(C=N1)C)C1=C2C=C(N=CC2=C(N=C1)NC)NC(=O)C1CC1